ClC1=C(C=C(C=C1)C=1CCS(C2=C(C1C1=CC=C(C=C1)O[C@@H]1CN(CC1)CCCF)C=CC(=C2)O)(=O)=O)C 4-(4-chloro-3-methyl-phenyl)-5-[4-[(3S)-1-(3-fluoropropyl)pyrrolidin-3-yl]oxyphenyl]-1,1-dioxo-2,3-dihydro-1λ6-benzothiepin-8-ol